2-(1-((6-(5-(2,2-difluoro-3-((4-fluorobutyl)(methyl)amino)-3-oxopropyl)-1-methyl-1H-1,2,3-triazol-4-yl)-2-methylpyridin-3-yl)ethynyl)cyclopropyl)acetic acid FC(CC1=C(N=NN1C)C1=CC=C(C(=N1)C)C#CC1(CC1)CC(=O)O)(C(=O)N(C)CCCCF)F